FC=1C=C(C=CC1)C#CC=1C=C2CCC(C2=CC1)N1C[C@@H]2CC[C@H](C1)C2C(=O)OC methyl (1R,5S,8s)-3-(5-((3-fluorophenyl) ethynyl)-2,3-dihydro-1H-inden-1-yl)-3-azabicyclo[3.2.1]octane-8-carboxylate